tert-butyl (endo)-5-(7-chloro-2-(3-(dimethylamino)-3-oxopropyl)-6-fluoro-4-(methylthio)-1H-imidazo[4,5-c][1,6]naphthyridin-1-yl)-2-azabicyclo[2.1.1]hexane-2-carboxylate ClC=1N=CC=2C3=C(C(=NC2C1F)SC)N=C(N3C3C1CN(C3C1)C(=O)OC(C)(C)C)CCC(=O)N(C)C